N-(1,3-dihydro-5-isobenzofuranyl)-5-(m-phenoxyphenyl)-1-{[2-(trimethylsilyl)ethoxy]Methyl}-1H-imidazole-2-carboxamide C1OCC2=CC(=CC=C12)NC(=O)C=1N(C(=CN1)C1=CC(=CC=C1)OC1=CC=CC=C1)COCC[Si](C)(C)C